methanol (2S,3S)-2,3-bis-benzoyloxy-succinate C(C1=CC=CC=C1)(=O)O[C@H](C(=O)O)[C@@H](C(=O)O)OC(C1=CC=CC=C1)=O.CO